OC=1C=C(C(=O)NCCCCCCCC(=O)O)C=CC1 8-(3-hydroxybenzoamido)octanoic acid